4-chloro-10-(2,6-difluoro-4-{[2-(methylamino)ethyl]amino}phenyl)-8-ethyl-15-methyl-6,8,10-triazatricyclo[9.4.0.02,7]pentadeca-1(11),2(7),3,5,12,14-hexaen-9-one ClC1=CC=2C=3C(=CC=CC3N(C(N(C2N=C1)CC)=O)C1=C(C=C(C=C1F)NCCNC)F)C